C(C)OC(CN1C(N(C2=C1C=CC=C2)C(=O)OC(C)(C)C)=O)=O tert-butyl 3-(2-ethoxy-2-oxo-ethyl)-2-oxo-benzimidazole-1-carboxylate